COC=1C=C(C=C(C1)OC)NC(C1=CC(=C(C=C1)C)I)=O N-(3,5-dimethoxyphenyl)-3-iodo-4-methylbenzamide